(5S)-5-{[trans-3,4-Difluoropyrrolidin-1-yl]carbonyl}-2-{[6-(trifluoromethyl)pyridin-3-yl]methyl}-5,6,7,8-tetrahydro[1,2,4]triazolo[4,3-a]pyridin-3(2H)-one F[C@@H]1CN(C[C@H]1F)C(=O)[C@@H]1CCCC=2N1C(N(N2)CC=2C=NC(=CC2)C(F)(F)F)=O